C(C1=CC=CC=C1)C1(CC(=NO1)CNC(=O)C=1C=C2C=CN(C2=CC1)C(C)C)C(=O)OC methyl 5-benzyl-3-((1-isopropyl-1H-indole-5-carboxamido)methyl)-4,5-dihydroisoxazole-5-carboxylate